(1-benzylsulfonyl-1H-pyrrolo[2,3-b]pyridin-3-yl)-phenyl-methanone C(C1=CC=CC=C1)S(=O)(=O)N1C=C(C=2C1=NC=CC2)C(=O)C2=CC=CC=C2